FC1=CC=C(C=C1)N1N=CC(=C1)C=1SC=C(N1)C(=O)N([C@@H]1CNCC1)CCC 2-[1-(4-fluorophenyl)-1H-pyrazol-4-yl]-N-propyl-N-[(3S)-pyrrolidin-3-yl]-1,3-thiazole-4-carboxamide